2-(1-(N-((1S,2S)-2-(6-fluoro-2,3-dimethylphenyl)-1-(5-oxo-4,5-dihydro-1,3,4-oxadi-azol-2-yl)propyl)sulfamoyl)-piperidin-2-yl)acetamide FC1=CC=C(C(=C1[C@@H]([C@@H](C=1OC(NN1)=O)NS(=O)(=O)N1C(CCCC1)CC(=O)N)C)C)C